rac-tert-butyl N-[5-[[2-[(2R,5R)-4,4-difluoro-5-methyl-2-phenyl-1-piperidyl]-2-oxo-acetyl]amino]-3-methyl-2-pyridyl]carbamate FC1(C[C@@H](N(C[C@H]1C)C(C(=O)NC=1C=C(C(=NC1)NC(OC(C)(C)C)=O)C)=O)C1=CC=CC=C1)F |r|